FC(C(=O)O)(F)F.FC1=C(C(=CC=2N(C=NC21)C)F)C#CC2=NN(C1=C2C(=NC=C1)N)[C@@H]1CN[C@H](C1)COC 3-((4,6-difluoro-1-methyl-1H-benzo[d]imidazol-5-yl)ethynyl)-1-((3S,5R)-5-(methoxymethyl)pyrrolidin-3-yl)-1H-pyrazolo[4,3-c]pyridin-4-amine 2,2,2-trifluoroacetate